Methyl-3-[[[(1S)-1-(3-bromophenyl)-2-methoxy-ethyl]-[(3-methoxycarbonylphenyl)methyl]amino] methyl]benzoate COC(C1=CC(=CC=C1)CN(CC1=CC(=CC=C1)C(=O)OC)[C@H](COC)C1=CC(=CC=C1)Br)=O